FC1(CCC(CC1)NC(C(C=1C=NC=CC1)(C)N(C(=O)[C@@H]1N(C[C@@H](C1)OC)C(=O)OC(C)(C)C)C1=CC=C(C=C1)S(F)(F)(F)(F)F)=O)F tert-butyl (2R,4R)-2-[[2-[(4,4-difluorocyclohexyl)amino]-1-methyl-2-oxo-1-(3-pyridyl)ethyl]-[4-(pentafluoro-λ6-sulfanyl)phenyl]carbamoyl]-4-methoxy-pyrrolidine-1-carboxylate